(3R)-4-amino-N,3-dimethyl-N-((5-(trifluoromethyl)-2-pyridinyl)methyl)-1,3-dihydrofuro[3,4-c]quinoline-8-carboxamide NC1=NC=2C=CC(=CC2C2=C1[C@H](OC2)C)C(=O)N(CC2=NC=C(C=C2)C(F)(F)F)C